C(C)OCN1C=C(C=2C(N(C=CC21)CC(=O)N2CC(CC2)F)=O)C2=CC(=C(C=C2)F)C(F)(F)F 1-(ethoxymethyl)-3-(4-fluoro-3-(trifluoromethyl)phenyl)-5-(2-(3-fluoropyrrolidin-1-yl)-2-oxoethyl)-1H-pyrrolo[3,2-c]pyridin-4(5H)-one